ClC1=C(C(=CC(=C1)Cl)C(N(CC)CC)=O)N(C(=O)C1=CC(=NN1C1=NC=CC=C1Cl)Br)C N-(2,4-dichloro-6-(diethylcarbamoyl)phenyl)-N-methyl-3-bromo-1-(3-chloropyridin-2-yl)-1H-pyrazole-5-carboxamide